FC(C=1C=C(C=CC1)NC(=N)N)(F)F 1-(3-(trifluoromethyl)phenyl)guanidine